N,N-diethyl-N-methyl-2-(methacryloyloxy)ethyl-ammonium p-toluenesulfonate CC1=CC=C(C=C1)S(=O)(=O)[O-].C(C)[N+](C)(CC)CCOC(C(=C)C)=O